2-(1-cyclopropylethyl)-6-(1-(ethylsulfinyl)ethyl)phenol C1(CC1)C(C)C1=C(C(=CC=C1)C(C)S(=O)CC)O